5',3',2'-tri-O-acetylcytidine C(C)(=O)OC[C@@H]1[C@H]([C@H]([C@@H](O1)N1C(=O)N=C(N)C=C1)OC(C)=O)OC(C)=O